N1=C(C=NC=C1)C1=NN2C(=NC=3C=CC=CC3C2=N1)N[C@H]1C(NCCCC1)=O (3R)-3-{[2-(pyrazin-2-yl)[1,2,4]triazolo[1,5-c]quinazolin-5-yl]amino}azepan-2-one